ClC=1C=CC=C2[C@H](CCOC12)NC(=O)NC1=NN(C=C1)C1=CC=C(C=C1)S(=O)(=O)C 1-[(4S)-8-chlorochroman-4-yl]-3-[1-(4-methylsulfonylphenyl)pyrazol-3-yl]urea